[F-].C(CCC)[N+]1(CCCC1)C 1-Butyl-1-methylpyrrolidinium fluorid